C(C)OC(CCC=1C=C2CCNCC2=CC1F)=O 3-(7-fluoro-1,2,3,4-tetrahydroisoquinolin-6-yl)propionic acid ethyl ester